CC1=NOC(=C1C(=O)NC[C@@H](CC)C(N[C@H]1C2=C(CN3N(C1=O)CCC3)C=CC=C2)=O)C(F)(F)F 3-Methyl-N-((R)-2-(((S)-11-oxo-2,3,10,11-tetrahydro-1H,5H-benzo[d]pyrazolo[1,2-a][1,2]diazepin-10-yl)carbamoyl)butyl)-5-(trifluoromethyl)isoxazol-4-carboxamid